N[C@@H]1CN(CC1)C1=C(C=NC=C1C1=NC2=C(N1)C=C(C=C2F)F)C=2C=C(C#N)C=C(C2)F 3-{4-[(3S)-3-aminopyrrolidin-1-yl]-5-(4,6-difluoro-1H-1,3-benzodiazol-2-yl)pyridin-3-yl}-5-fluorobenzonitrile